Tert-butyl 3-[5-[4-[6-chloro-4-(trifluoromethyl)-2-pyridyl]piperazin-1-yl]sulfonylindoline-1-carbonyl]-1-oxa-2,9-diazaspiro[4.5]dec-2-ene-9-carboxylate ClC1=CC(=CC(=N1)N1CCN(CC1)S(=O)(=O)C=1C=C2CCN(C2=CC1)C(=O)C1=NOC2(C1)CCCN(C2)C(=O)OC(C)(C)C)C(F)(F)F